O[C@H](CN1N=CC(=C1C)C1=CC=2N(C=C1)N=CC2C(=O)OC)COCCOC methyl (R)-5-(1-(2-hydroxy-3-(2-methoxyethoxy)propyl)-5-methyl-1H-pyrazol-4-yl)pyrazolo[1,5-a]pyridine-3-carboxylate